C(C)OC(C(C(=O)OCC)CC(F)F)=O 2-(2,2-difluoroethyl)malonic acid diethyl ester